C(C)OC(=O)C1=COC2=C1C=C(C=C2C(F)F)Br 5-bromo-7-(difluoromethyl)benzofuran-3-carboxylic acid ethyl ester